N-phenyl-benzotriazole C1(=CC=CC=C1)N1N=NC2=C1C=CC=C2